OCC1OC(OC1)=O hydroxymethyl-dioxolanone